FC(N1N=CC(=C1)C=1C=C2C(=NC=NN2C1)N1CC2CCC(C1)N2C(=O)[C@H]2[C@@H](C2)CO)F (3-(6-(1-(difluoromethyl)-1H-pyrazol-4-yl)pyrrolo[2,1-f][1,2,4]triazin-4-yl)-3,8-diazabicyclo[3.2.1]oct-8-yl)((1R,2R)-2-(hydroxymethyl)cyclopropyl)methanone